O=C1NN=C(C2=CC=CC=C12)CC1=CC=C(C=C1)NS(=O)(=O)NC(OC(C)(C)C)=O tert-butyl (N-(4-((4-oxo-3,4-dihydrophthalazin-1-yl)methyl)phenyl)sulfamoyl)carbamate